3-((13S,15S,Z)-4-fluoro-16-(hydroxymethylene)-13-methyl-17-oxo-7,8,9,11,12,13,14,15,16,17-decahydro-6H-cyclopenta[a]phenanthren-15-yl)-N-(pyrazin-2-yl)propanamide FC1=CC=CC=2C3CC[C@@]4(C(\C(\[C@H](C4C3CCC12)CCC(=O)NC1=NC=CN=C1)=C/O)=O)C